N-(4-(3-((1-acryloylpiperidin-3-yl)oxy)pyridin-4-yl)-2-methylbenzyl)-1-(tert-butyl)-1H-1,2,3-triazole-4-carboxamide C(C=C)(=O)N1CC(CCC1)OC=1C=NC=CC1C1=CC(=C(CNC(=O)C=2N=NN(C2)C(C)(C)C)C=C1)C